O[C@H]1C[C@@H](CCC1)N1C(C2(C3=C1N=C(N=C3)NC3=CC=C(C=C3)S(=O)(=O)C3=CC(=CC=C3)N3CCNCC3)CC2)=O 7'-[(1R,3R)-3-hydroxycyclohexyl]-2'-({4-[3-(piperazin-1-yl)benzenesulfonyl]phenyl}amino)spiro[cyclopropane-1,5'-pyrrolo[2,3-d]pyrimidin]-6'-one